4'-(1,6-hexylenediimino)bis[3-penten-2-one] C(CCCCCNCC=CC(C)=O)NCC=CC(C)=O